tert-butyl 6-((tert-butoxycarbonyl) oxy)-1H-indole-1-carboxylate C(C)(C)(C)OC(=O)OC1=CC=C2C=CN(C2=C1)C(=O)OC(C)(C)C